C1(CC1)CCNC1=NC(=NC=C1C(=O)N)NC1CCC(CC1)O 4-(2-cyclopropylethylamino)-2-((1r,4r)-4-hydroxycyclohexylamino)pyrimidine-5-carboxamide